FC=1C(=CC(=NC1C1=CC=C(C=C1)F)[C@@]1(OC[C@H](C1)O)CC1=C(N=NC2=C(C=C(C=C12)C(=O)N)OC)C)C(C)(C)O (((2R,4S)-2-(5-fluoro-6-(4-fluorophenyl)-4-(2-hydroxypropan-2-yl)pyridin-2-yl)-4-hydroxytetrahydrofuran-2-yl)methyl)-8-methoxy-3-methylcinnoline-6-carboxamide